ClC=1C=CC=C2[C@H](CCOC12)NC(=O)NC1=NN(C=C1)C=1C=CC2=C(CC(O2)CO)C1 1-[(4S)-8-chlorochroman-4-yl]-3-[1-[2-(hydroxymethyl)-2,3-dihydrobenzofuran-5-yl]pyrazol-3-yl]urea